methyl-N-hydroxyethylimidazolinium C[N+]1(C=NCC1)CCO